(R)-2-fluoro-N-(piperidin-3-yl)-N-(3-(prop-1-en-2-yl)pyridin-2-yl)-4-(pyrimidin-2-ylamino)benzamide FC1=C(C(=O)N(C2=NC=CC=C2C(=C)C)[C@H]2CNCCC2)C=CC(=C1)NC1=NC=CC=N1